C(#N)CCC/C(/C(=O)OCC)=C(\C)/[Sn](CCCC)(CCCC)CCCC Ethyl (Z)-5-cyano-2-[1-(tributylstannyl)ethylidene]pentanoate